3-[6-[4-(2-chloroethyl)piperazin-1-yl]pyrimidin-4-yl]-5-isopropoxy-1H-indazole ClCCN1CCN(CC1)C1=CC(=NC=N1)C1=NNC2=CC=C(C=C12)OC(C)C